5-(1-methyl-1H-imidazol-5-yl)-1,3,4-oxadiazole CN1C=NC=C1C1=NN=CO1